CSC1=C(C2=CC=CC=C2C=C1SC)B(O)O (2,3-bis(methylthio)naphthalen-1-yl)boronic acid